CN(C([C@H](CC(=O)OC(C)(C)C)NC)=O)C tert-butyl (S)-4-(dimethylamino)-3-(methylamino)-4-oxobutanoate